tert-butyl (3R,4S)-4-((4-(3-(2,6-dioxopiperidin-3-yl)-5,7-difluoro-1-methyl-1H-indazol-6-yl)piperidin-1-yl)methyl)-3-fluoropiperidine-1-carboxylate O=C1NC(CCC1C1=NN(C2=C(C(=C(C=C12)F)C1CCN(CC1)C[C@H]1[C@H](CN(CC1)C(=O)OC(C)(C)C)F)F)C)=O